(R)-7-bromo-2-(trifluoromethyl)-2,3-dihydropyrido[2,3-f][1,4]oxazepine-4(5H)-carboxylic acid tert-butyl ester C(C)(C)(C)OC(=O)N1C[C@@H](OC2=C(C1)N=C(C=C2)Br)C(F)(F)F